C(C(C)C)[C@H]1[C@@H](C[C@H]2N(CCC3=CC(=C(C=C23)OC)OC)C1)OC([C@H](C(C)C)N)=O (S)-2-amino-3-methyl-butanoic acid (2R,3R,11bR)-3-isobutyl-9,10-dimethoxy-1,3,4,6,7,11b-hexahydro-2H-pyrido[2,1-a]isoquinolin-2-yl ester